(4-(bromomethyl)-2,3,5,6-tetrafluorophenyl)(methyl)sulfane BrCC1=C(C(=C(C(=C1F)F)SC)F)F